2-[[3-(2-thienyl)imidazo[1,2-b]pyridazin-6-yl]amino]butan-1-ol S1C(=CC=C1)C1=CN=C2N1N=C(C=C2)NC(CO)CC